C(C)(=O)N1CCN(CC1)CCOC1=CC=C(C=C1)N1N=NC(=C1)C=1C(NC2=CC=C(C=C2C1)F)=O 3-(1-{4-[2-(4-acetyl-piperazin-1-yl)-ethoxy]-phenyl}-1H-[1,2,3]triazol-4-yl)-6-fluoro-1H-quinolin-2-one